5,5'-(Butane-1,4-diyl)bis(N-((4-(trifluoromethyl)pyridin-2-yl)methyl)-1,3,4-thiadiazole-2-carboxamide) C(CCCC1=NN=C(S1)C(=O)NCC1=NC=CC(=C1)C(F)(F)F)C1=NN=C(S1)C(=O)NCC1=NC=CC(=C1)C(F)(F)F